(7-(2-((tert-butoxycarbonyl)amino)-3-cyano-7-fluorobenzo[b]thiophen-4-yl)-6-chloro-2,8-difluoroquinazolin-4-yl)piperazine-1-carboxylic acid tert-butyl ester C(C)(C)(C)OC(=O)N1C(CNCC1)C1=NC(=NC2=C(C(=C(C=C12)Cl)C1=CC=C(C=2SC(=C(C21)C#N)NC(=O)OC(C)(C)C)F)F)F